(2-(aminomethyl)thiazol-4-yl)methanol NCC=1SC=C(N1)CO